C(=O)C1=C(O)C(=C(C(=C1O)C=O)O)C=O 2,4,6-triformylphloroglucinol